N1=COC=2CN(CCC21)C(=O)OC(C)(C)C tert-butyl 6,7-dihydro-4H-oxazolo[5,4-c]pyridine-5-carboxylate